CN(C(C(C)(C)C)=O)CCCNC1=NC(=NC=C1C(F)(F)F)NC=1C(=NN(C1)C1CCN(CC1)C)C N-methyl-N-(3-((2-((3-methyl-1-(1-methylpiperidin-4-yl)-1H-pyrazol-4-yl)amino)-5-(trifluoromethyl)pyrimidin-4-yl)amino)propyl)pivalamide